FC(COC(=O)C1=NN(C2=CC=CC(=C2C1=O)S(=O)(=O)C)C1=CC=C(C=C1)OC(F)(F)F)F 5-methylsulfonyl-4-oxo-1-[4-(trifluoromethoxy)phenyl]cinnoline-3-carboxylic acid 2,2-difluoroethyl ester